Bis-(Dimethylaminopropyl)-amin CN(C)CCCNCCCN(C)C